ClC=1C(=CC(=C(C1)[C@@H](C1CCN(CC1)S(=O)(=O)C1CN(CC1)C(=O)OC(C)(C)C)N[S@@](=O)C(C)(C)C)O)C tert-butyl 3-[4-[(R)-(5-chloro-2-hydroxy-4-methylphenyl)([[(S)-2-methylpropane-2-sulfinyl]amino])methyl]piperidin-1-ylsulfonyl]pyrrolidine-1-carboxylate